O=C1NC(CCC1N1C(C2=CC=C(C=C2C1=O)N1CCC(CC1)CN1CCN(CC1)C1=C(C=C(C(=C1)OC)[N+](=O)[O-])C=1C=NN(C1)C)=O)=O 2-(2,6-dioxopiperidin-3-yl)-5-(4-((4-(5-methoxy-2-(1-methyl-1H-pyrazol-4-yl)-4-nitrophenyl)piperazin-1-yl)methyl)piperidin-1-yl)isoindoline-1,3-dione